ClC=1C=CC(=C(C1)NC=1C2=C(N=CN1)C=CC(=N2)C2CN(CCC2)C(C=C)=O)F 1-(3-(4-((5-chloro-2-fluorophenyl)amino)pyrido[3,2-d]pyrimidin-6-yl)piperidin-1-yl)prop-2-en-1-one